mono-o-tolyl phosphate P(=O)(OC1=C(C=CC=C1)C)([O-])[O-]